5-((2,2-diethoxyethyl)thio)-6-methoxy-1-benzothiophene-2-carboxylic acid ethyl ester C(C)OC(=O)C=1SC2=C(C1)C=C(C(=C2)OC)SCC(OCC)OCC